C1(=CC=CC=C1)P(=O)(C1=CC=CC=C1)CC#N (diphenyl-phosphoryl)acetonitrile